NC(CC(=O)O)C(NCCC(=O)OCCCC)=O 3-amino-3-[(3-butoxy-3-oxopropyl)carbamoyl]propionic acid